2-bromo-5-hydroxy-6-(trifluoromethoxy)nicotinoyl chloride BrC1=C(C(=O)Cl)C=C(C(=N1)OC(F)(F)F)O